ClC=1C=CC(=C(C1)C1C(C1)C(=O)N)C#N 2-(5-chloro-2-cyanophenyl)cyclopropane-1-carboxamide